FC1=C(CC2(N=C(C=3C(=N2)NNC3)NC3=NNC(=C3)C)N)C=CC(=C1)F 6-(2,4-difluorobenzyl)-N4-(5-methyl-1H-pyrazol-3-yl)-1H-pyrazolo[3,4-d]Pyrimidine-4,6-diamine